racemic-trans-4-methyl-pyrrolidine-1,3-dicarboxylic acid 1-tert-butyl 3-methyl ester COC(=O)[C@@H]1CN(C[C@H]1C)C(=O)OC(C)(C)C |r|